6-((2r,5r)-2,5-dimethylmorpholino)quinoline-4-carboxylic acid C[C@H]1OC[C@H](N(C1)C=1C=C2C(=CC=NC2=CC1)C(=O)O)C